Oxiran-2-ylmethyl acetate C(C)(=O)OCC1OC1